C(C)(C)OC(=O)C1CCN(CC1)C(C)C1=CC=C(C2=CC=CC=C12)C#CC1CCN(CC1)C(=O)OC(C)(C)C tert-butyl 4-[2-[4-[1-(4-isopropoxycarbonyl-1-piperidyl)ethyl]-1-naphthyl]ethynyl]piperidine-1-carboxylate